C(C)(C)(C)OC(NC(C(=O)C1=CC(=CC=C1)OC)C)=O tert-Butyl(1-(3-methoxyphenyl)-1-oxopropan-2-yl)carbamate